(3-(methoxycarbonyl)cyclobutyl)piperazine-1-carboxylic acid tert-butyl ester C(C)(C)(C)OC(=O)N1C(CNCC1)C1CC(C1)C(=O)OC